O[C@H]1C2(CN(C2)C(=O)OC(C)(C)C)CC[C@@H]1[C@H]1N2C(C=3C=CC=CC13)=CN=C2 tert-butyl (5R,6R)-5-hydroxy-6-[(5R)-5H-imidazo[1,5-b]isoindol-5-yl]-2-azaspiro[3.4]octane-2-carboxylate